(1R,2R)-2-fluoro-N-(3-(6-(1-hydroxybutyl)-4-methylpyridin-3-yl)-2-methyl-1,6-naphthyridin-7-yl)cyclopropane-1-carboxamide F[C@H]1[C@H](C1)C(=O)NC1=NC=C2C=C(C(=NC2=C1)C)C=1C=NC(=CC1C)C(CCC)O